F\C=C/C1CN(C1)C(=O)OC(C)(C)C tert-Butyl (Z)-3-(2-fluorovinyl)azetidine-1-carboxylate